Ethyl (R)-2-(methylthio)-4-((1-propionylpiperidin-3-yl)amino)pyrimidine-5-carboxylate CSC1=NC=C(C(=N1)N[C@H]1CN(CCC1)C(CC)=O)C(=O)OCC